3-((4-(hexahydropyrrolo[3,4-c]pyrrol-2(1H)-yl)phenyl)amino)-5-((R)-3-(3-methyl-2-oxoimidazolidin-1-yl)piperidin-1-yl)pyrazine-2-carboxamide C1N(CC2C1CNC2)C2=CC=C(C=C2)NC=2C(=NC=C(N2)N2C[C@@H](CCC2)N2C(N(CC2)C)=O)C(=O)N